FC(CN1[C@@H](C=2NC3=CC=CC=C3C2C[C@H]1C)C=1C=NC(=NC1)OC1CN(C1)CCCF)(C)C (1R,3R)-2-(2-fluoro-2-methylpropyl)-1-(2-((1-(3-fluoropropyl)azetidin-3-yl)oxy)pyrimidin-5-yl)-3-methyl-2,3,4,9-tetrahydro-1H-pyrido[3,4-b]indole